OC1CCN(CC1)C1=CC(=NC=C1)NC=1C=CC(=C2CNC(C12)=O)C1=CN=C2N1C=CN=C2 7-((4-(4-hydroxy-piperidin-1-yl)pyridin-2-yl)amino)-4-(imidazo[1,2-a]pyrazin-3-yl)isoindolin-1-one